2-methyl-N-[(1S)-1-[3-(3-fluorophenyl)-1,2,4-oxadiazol-5-yl]ethyl]-5-(trifluoromethyl)pyrazole-3-carboxamide CN1N=C(C=C1C(=O)N[C@@H](C)C1=NC(=NO1)C1=CC(=CC=C1)F)C(F)(F)F